ClC(C(=O)\N=C\1/N(C=CC=C1)CC=1C=NC(=CC1)Cl)(F)F (Z)-2-chloro-N-[1-[(6-chloro-3-pyridyl)methyl]-2-pyridylidene]-2,2-difluoro-acetamide